(2S)-4,4,4-trifluoro-2-(4-fluorophenyl)-N-{4-[7-(pyridin-2-yl)-4-(2,2,2-trifluoroethoxy)-5H-pyrrolo[3,2-d]pyrimidin-6-yl]pyridin-2-yl}butanamide FC(C[C@H](C(=O)NC1=NC=CC(=C1)C1=C(C=2N=CN=C(C2N1)OCC(F)(F)F)C1=NC=CC=C1)C1=CC=C(C=C1)F)(F)F